tert-butyl (R)-(1-(2-(1H-indol-2-yl)-3-methylimidazo[1,2-a]pyridine-7-carbonyl)piperidin-3-yl)carbamate N1C(=CC2=CC=CC=C12)C=1N=C2N(C=CC(=C2)C(=O)N2C[C@@H](CCC2)NC(OC(C)(C)C)=O)C1C